C1(CC1)(C=1OC[C@@H](N1)C1=CC=CC=C1)C=1OC[C@@H](N1)C1=CC=CC=C1 (4S,4'S)-2,2'-(cyclopropane-1,1-diyl)bis(4-phenyl-4,5-dihydro-oxazole)